(5-(4-fluoro-2-(2-hydroxybut-2-yl)phenoxy)pyrimidin-4-yl)-2,7-diazaspiro[4.4]nonane-2-carboxylic acid tert-butyl ester C(C)(C)(C)OC(=O)N1C(C2(CC1)CNCC2)C2=NC=NC=C2OC2=C(C=C(C=C2)F)C(C)(CC)O